7-(4-aminobutoxy)quinoline NCCCCOC1=CC=C2C=CC=NC2=C1